FC=1C=C(C=C(C1)OC1=CC=CC=C1)[C@@H]1NOCC1 (R)-3-(3-fluoro-5-phenoxyphenyl)isoxazolidine